methyl 5-(3-bromo-5-methylphenoxy)-2-methylbenzoate BrC=1C=C(OC=2C=CC(=C(C(=O)OC)C2)C)C=C(C1)C